C(C)N(CC)C1=C(C2=CC=CC=C2C=C1)S(=O)(=O)Cl N,N-diethylamino-naphthalenesulfonyl chloride